ClC=1C=C(C=CC1N1CCN(CC1)C(C1=CC(=C(C=C1)F)F)=O)C(CCC)=O 1-(3-chloro-4-(4-(3,4-difluorobenzoyl)piperazin-1-yl)phenyl)butan-1-one